N(=[N+]=[N-])CCCCOC1=CC(=C(C=C1)C1=CC=C(C=C1)C[C@H](C(=O)O)NC(=O)OCC1C2=CC=CC=C2C=2C=CC=CC12)CC (2R)-3-[4-[4-(4-Azidobutoxy)-2-ethyl-phenyl]phenyl]-2-(9H-fluoren-9-ylmethoxycarbonylamino)propanoic Acid